BrC1=CC=C(C=C1)N1CCN(CC1)C(=O)C1=CC(=C(C=C1)S(=O)CC(=O)OCC)[N+](=O)[O-] Ethyl 2-((4-(4-(4-bromophenyl)piperazine-1-carbonyl)-2-nitrophenyl)sulfinyl)acetate